C1(C=CC=2C=CC=C3C2C1=C1N=CN=C13)=[Pd] AcenaphthoimidazolylidenePalladium